2-AMINO-3-PROPOXYPROPANOIC ACID NC(C(=O)O)COCCC